ClC1=CC(=NC2=CC(=CC=C12)C(=O)OC)C=1C=NN(C1)CC(F)(F)F methyl 4-chloro-2-(1-(2,2,2-trifluoroethyl)-1H-pyrazol-4-yl)quinoline-7-carboxylate